C(C1=CC=CC=C1)NC(CN1CCC(CC1)(CO)CO)=O N-benzyl-2-(4,4-bis(hydroxymethyl)piperidin-1-yl)acetamide